ClC=1C=C(C=2N(N1)C(=NN2)C(C)C)NCCC2=NC=CC=C2 6-chloro-3-isopropyl-N-[2-(2-pyridyl)ethyl]-[1,2,4]triazolo[4,3-b]pyridazin-8-amine